1-methoxy-4-((E)-2-((1r,2r)-2-(p-tolyl)cyclopropyl)vinyl)benzene COC1=CC=C(C=C1)\C=C\[C@@H]1[C@@H](C1)C1=CC=C(C=C1)C